3-chloro-2-((4-methyl-2-oxo-2H-chromen-7-yl)carbamoyl)benzoic acid ClC=1C(=C(C(=O)O)C=CC1)C(NC1=CC=C2C(=CC(OC2=C1)=O)C)=O